tert-butyl-dimethyl-[2-[2-(2-methylpyrazol-3-yl)oxyethoxy]propoxy]silane C(C)(C)(C)[Si](OCC(C)OCCOC=1N(N=CC1)C)(C)C